2-ethoxymethyl-5-[1-(2-fluoro-6-methyl-phenyl)-piperidin-4-yl]-7-(2-trifluoromethyl-benzyl)-2,4,5,7-tetrahydro-pyrazolo[3,4-d]pyrimidin-6-one C(C)OCN1N=C2N(C(N(CC2=C1)C1CCN(CC1)C1=C(C=CC=C1C)F)=O)CC1=C(C=CC=C1)C(F)(F)F